FC(OC1=C(C=C(C=C1)SC)C1=NN(C=C1NC(=O)C=1C=NN2C1N=CC=C2)CC(=O)N2CCC(CC2)OCC(=O)N2CCN(CC2)C)F N-(3-(2-(difluoromethoxy)-5-(methylthio)phenyl)-1-(2-(4-(2-(4-methylpiperazin-1-yl)-2-oxoethoxy)piperidin-1-yl)-2-oxoethyl)-1H-pyrazol-4-yl)pyrazolo[1,5-a]pyrimidine-3-carboxamide